C(C)(=O)C=1C=C(C=C2C(N(C(=NC12)C1=C(C=CC=C1F)F)C)=O)C 8-acetyl-2-(2,6-difluorophenyl)-3,6-dimethylquinazolin-4(3H)-one